1-acetyl-2-((6-(4-(oxetan-3-yl)-piperazine-1-carbonyl)-[4,4'-biquinolin]-2-yl)methylene)-indolin-3-one C(C)(=O)N1C(C(C2=CC=CC=C12)=O)=CC1=NC2=CC=C(C=C2C(=C1)C1=CC=NC2=CC=CC=C12)C(=O)N1CCN(CC1)C1COC1